CN1C(C2=CC=C(C=C2CC1)Br)=O methyl-6-bromo-1-oxo-1,2,3,4-tetrahydroisoquinoline